CN([C@@H]1C[C@H](CC1)OC(=O)C1=CC2=C(N=C(O2)C2=CC(=CC(=C2)Cl)Cl)C=C1)C.FC(F)(F)C1=C(C=CC=C1)[B-](C1=C(C=CC=C1)C(F)(F)F)(C1=C(C=CC=C1)C(F)(F)F)C1=C(C=CC=C1)C(F)(F)F.C[NH+](C)C trimethylammonium tetrakis(trifluoromethylphenyl)borate trans-3-(dimethylamino)cyclopentyl-2-(3,5-dichlorophenyl)benzo-[d]oxazole-6-carboxylate